C(C)OC(C(C)C)OCC 1,1-diethoxy-2-methylpropane